CC=1[C@H](C2=CC(=CC=C2C1)C)N |r| racemic-trans-2,6-dimethyl-1-indeneamine